CN1N=C(C2=NC(=CC(=C21)C2(CC2)C#N)N2[C@@H](COCC2)C)C2=NNC=C2 (R)-1-(1-methyl-5-(3-methylmorpholino)-3-(1H-pyrazol-3-yl)-1H-pyrazolo[4,3-b]pyridin-7-yl)cyclopropanecarbonitrile